Methyl-(trishydroxyethyl)ammonium hydroxide [OH-].C[NH2+]CC(O)(O)O